P(=O)(O)(O)OC[C@@H]1[C@H]([C@H]([C@@H](O1)N1C=NC=2C(=O)NC(N)=NC12)O)O.C(CC)OC(CCO[SiH](OCCC)OCCC)(OCCC)OCCC tripropoxy(tripropoxy)silane guanosine-5'-monophosphate